COC1=CC=C(C=N1)C1=COC=2C1=NC=C(C2)C2=CC=C(C=C2)N2CCN(CC2)C 3-(6-methoxypyridin-3-yl)-6-(4-(4-methylpiperazin-1-yl)phenyl)furo[3,2-b]pyridine